COC1=NC=CC2=C1C(=CN2C)NC(OC(C)(C)C)=O Tert-butyl (4-methoxy-1-methyl-1H-pyrrolo[3,2-c]pyridin-3-yl)carbamate